1-{3-[(2E)-3-[5-(trifluoromethyl)-1,2-oxazol-3-yl]prop-2-en-1-yl]azetidin-1-yl}prop-2-en-1-one FC(C1=CC(=NO1)/C=C/CC1CN(C1)C(C=C)=O)(F)F